dichloro(2,4-dimethoxy)phenylphosphine ClP(C1=C(C=C(C=C1)OC)OC)Cl